maleate zinc [Zn+2].C(\C=C/C(=O)[O-])(=O)[O-]